3-(3-((2-(2-fluoro-5-((6-fluoro-4-methyl-1H-indol-5-yl)oxy)phenyl)-1H-imidazol-5-yl)(2-hydroxyethoxy)methyl)phenyl)propanoic acid FC1=C(C=C(C=C1)OC=1C(=C2C=CNC2=CC1F)C)C=1NC(=CN1)C(C=1C=C(C=CC1)CCC(=O)O)OCCO